C1(CC1)OC1=NC=NC=C1C(NC1=C(C=CC=C1Cl)Cl)=O 4-cyclopropoxy-5-[(2,6-dichlorophenyl)carbamoyl]pyrimidin